6-(4-tert-butyl-2,5-dioxoimidazolidin-4-yl)nicotinic acid C(C)(C)(C)C1(NC(NC1=O)=O)C1=NC=C(C(=O)O)C=C1